COC1=CC(=CC2=C1OC(CO2)C=2C(=NC(=CC2)OC)C)CN2C=NC=1C2=NC=C(C1)N1CC(C1)OC 3-((8-methoxy-2-(6-methoxy-2-methylpyridin-3-yl)-2,3-dihydrobenzo[b][1,4]dioxin-6-yl)methyl)-6-(3-methoxyazetidin-1-yl)-3H-imidazo[4,5-b]pyridine